N-(6-bromopyridin-2-yl)-2-(methylamino)acetamide BrC1=CC=CC(=N1)NC(CNC)=O